tert-butyl (E)-2-(2,6-dichloro-4-(3-(3-methyl-6-(methylthio)benzofuran-2-yl)-3-oxoprop-1-en-1-yl)phenoxy)-2-methylpropanoate ClC1=C(OC(C(=O)OC(C)(C)C)(C)C)C(=CC(=C1)\C=C\C(=O)C=1OC2=C(C1C)C=CC(=C2)SC)Cl